7H-pyrrolo[2,3-c]pyridazine-4-carboxylate N1=NC=C(C2=C1NC=C2)C(=O)[O-]